3-(PYRIMIDIN-5-YL)PROPANAL N1=CN=CC(=C1)CCC=O